1,2-dihydrospiro[indole-3,3'-pyrrolidine]-5'-carboxamide N1CC2(CC1C(=O)N)CNC1=CC=CC=C12